Cl.NC1C2CN(CC12)C1COC2=CC(=CC=C2C1)N1C(N=C(C=C1)NC(=O)N1CCNCC1)=O N-(1-(3-(6-Amino-3-Azabicyclo[3.1.0]Hexan-3-Yl)Chroman-7-Yl)-2-Oxo-1,2-DihydropyrimidinYl)Piperazine-1-Carboxamide Hydrochloride Salt